C1(CC1)CN1CCC(CC1)NC(=O)C1=CN(C2=C1C(N(C=C2C)C)=O)C N-(1-(cyclopropylmethyl)piperidin-4-yl)-1,5,7-trimethyl-4-oxo-4,5-dihydro-1H-pyrrolo[3,2-c]pyridine-3-carboxamide